ethyl (5-bromopyridin-2-yl)(difluoro)acetate BrC=1C=CC(=NC1)C(C(=O)OCC)(F)F